NC1=NC(=C(C(=N1)Cl)CC1=C(C=C(C(=O)OC)C=C1)OC)C methyl 4-((2-amino-4-chloro-6-methylpyrimidin-5-yl) methyl)-3-methoxybenzoate